(S)-3-(4-((2-(1H-indol-3-yl)ethyl)amino)-7-(methoxymethyl)-7,8-dihydro-6H-pyrimido[5,4-b](1,4)oxazin-2-yl)pyridin-2(1H)-one N1C=C(C2=CC=CC=C12)CCNC1=NC(=NC2=C1OC[C@@H](N2)COC)C=2C(NC=CC2)=O